5-chloro-7-(1-ethylcyclobutyl)-2-{[(3S,4S)-3-hydroxypiperidin-4-yl]amino}pyrrolo[2,1-f][1,2,4]triazine-6-carbonitrile hydrochloride Cl.ClC=1C(=C(N2N=C(N=CC21)N[C@@H]2[C@H](CNCC2)O)C2(CCC2)CC)C#N